OC(CON1C(CC(CC1(C)C)OC(CCCCCCCCCCCCCCCCC)=O)(C)C)(C)C 1-(2-Hydroxy-2-Methylpropoxy)-4-Octadecanoyloxy-2,2,6,6-Tetramethylpiperidin